CN1C(N2C3=C(C=CC=C3C13C(NC1=CC=CC=C13)=O)C=C2)=O Methylspiro[indoline-3,1'-pyrrolo[3,2,1-ij]quinazoline]-2,3'(2'H)-dione